C(C)OC1=C(C=CC(=C1F)F)[C@H]1[C@@H](O[C@]([C@H]1C)(C(F)(F)F)C)C(=O)NC1=CC(N(C=C1)C)=O |r| rac-(2R,3S,4S,5R)-3-(2-ethoxy-3,4-difluorophenyl)-4,5-dimethyl-N-(1-methyl-2-oxo-1,2-dihydropyridin-4-yl)-5-(trifluoromethyl)tetrahydrofuran-2-carboxamide